SC1=CC=CC=C1C(=O)N 6-sulfanyl-benzamide